N-(5-(4-(5-(cyclopentyl(hydroxy)methyl)furan-2-yl)-1H-1,2,3-triazol-1-yl)-6-(6-azaspiro[2.5]octan-6-yl)pyridin-2-yl)methanesulfonamide C1(CCCC1)C(C1=CC=C(O1)C=1N=NN(C1)C=1C=CC(=NC1N1CCC2(CC2)CC1)NS(=O)(=O)C)O